BrC1=CC=C2C=NN(C2=C1)C1OCC1 6-bromo-1-(oxetan-2-yl)indazole